C1N(CCC2=CC=CC=C12)S(=O)(=O)C1=CC=C(C=C1)NC(=O)NCC=1C(=NOC1C)C 1-[4-(3,4-Dihydro-1H-isoquinoline-2-sulfonyl)-phenyl]-3-(3,5-dimethyl-isoxazol-4-ylmethyl)-urea